C1(=CC=CC=C1)C(C(=O)O)C 2-Phenylpropanoic acid